N-(3-chloro-4-fluoro-phenyl)-N-[2-[2-(methylamino)ethoxy]ethyl]-1-tetrahydropyran-2-yl-3-vinyl-pyrazolo[3,4-c]pyridin-5-amine ClC=1C=C(C=CC1F)N(C=1C=C2C(=CN1)N(N=C2C=C)C2OCCCC2)CCOCCNC